C(CCCCC\C=C\CC=CCC=CCC)(=O)O trans-7,10,13-hexadecatrienoic acid